1-(tert-butyl) 2-ethyl 3-hydroxy-2-methylpyrrolidine-1,2-dicarboxylate OC1C(N(CC1)C(=O)OC(C)(C)C)(C(=O)OCC)C